N-isopropyl-5-(2-methylpyrimidin-5-yl)indazole-3-carboxamide C(C)(C)NC(=O)C1=NNC2=CC=C(C=C12)C=1C=NC(=NC1)C